(2R,3S)-2-(3-(6-bromo-7-nitro-1H-benzo[d]imidazol-1-yl)propyl)piperidin-3-ol dihydrochloride Cl.Cl.BrC=1C=CC2=C(N(C=N2)CCC[C@H]2NCCC[C@@H]2O)C1[N+](=O)[O-]